C(C1=CC=CC=C1)OC1=CC=2C=C3N(C2C=C1)CCC3C3=CNC1=CC=CC=C31 7-(Benzyloxy)-1-(1H-indol-3-yl)-2,3-dihydro-1H-pyrrolo[1,2-a]indole